FC=1C(=NC=CC1C=1N=C(N2C1[C@H](N(CC2)C(=O)C2=CC=C(C=C2)F)C)C2=NC(=NS2)C)C (R)-(1-(3-fluoro-2-methylpyridin-4-yl)-8-Methyl-3-(3-methyl-1,2,4-thiadiazol-5-yl)-5,6-dihydroimidazo[1,5-a]pyrazine-7(8H)-yl)(4-fluorophenyl)methanone